1'-{1-[4-(3-methanesulfonyloxetan-3-yl)phenoxy]propan-2-yl}-2-oxo-1,2-dihydrospiro[indole-3,4'-piperidine]-5-carbonitrile CS(=O)(=O)C1(COC1)C1=CC=C(OCC(C)N2CCC3(CC2)C(NC2=CC=C(C=C23)C#N)=O)C=C1